(3,5-dimethoxyphenyl)-5-methyl-4-phenyl-[2,4'-bithiazole]-2'-amine COC=1C=C(C=C(C1)OC)C1=C(N=C(S1)N)C=1SC(=C(N1)C1=CC=CC=C1)C